5-chloro-2-[4-(trimethylsilyl-1H-1,2,3-triazol-1-yl)phenyl]-6-methoxypyrimidine ClC=1C=NC(=NC1OC)C1=CC=C(C=C1)N1N=NC(=C1)[Si](C)(C)C